4-(tert-butyl)pyridine C(C)(C)(C)C1=CC=NC=C1